CC1=CC=C(C=C1)SC2=CC=C(C=C2)C(=O)C3=CC=CC=C3 4-benzoyl-4'-methyl diphenyl sulphide